C(C1=CC=CC=C1)OC1=C(C=NN1C)C1=NC=CC(=N1)NC1=CC(=C(C=N1)C(=O)C1CC1)NCCCCO[Si](C)(C)C(C)(C)C (6-((2-(5-(benzyloxy)-1-methyl-1H-pyrazol-4-yl)pyrimidin-4-yl)amino)-4-((4-((tert-butyldimethylsilyl)oxy)butyl)amino)pyridin-3-yl)(cyclopropyl)methanone